3-(6-bromo-5-methyl-benzofuran-3-yl)piperidine-2,6-dione BrC1=CC2=C(C(=CO2)C2C(NC(CC2)=O)=O)C=C1C